6-Isopropoxyltetrazolo[5,1-a]phthalazine O(C(C)C)C1=NN2C(C3=CC=CC=C13)=NN=N2